6-chloro-3-isopropyl-N-[(2-methoxyphenyl)methyl]-[1,2,4]triazolo[4,3-b]pyridazin-8-amine ClC=1C=C(C=2N(N1)C(=NN2)C(C)C)NCC2=C(C=CC=C2)OC